C(C)OC(C(C)(O)C1=C(C(=CC=C1F)Br)OC)=O 2-(3-Bromo-6-fluoro-2-methoxyphenyl)-2-hydroxypropionic acid ethyl ester